1-(3-methyl-4-hydroxyphenyl)-4-(4-hydroxyphenyl)-2-cyclohexene CC=1C=C(C=CC1O)C1C=CC(CC1)C1=CC=C(C=C1)O